3,6-dichloro-2-methoxy-N-toluenesulfonylbenzamide ClC=1C(=C(C(=O)NS(=O)(=O)CC2=CC=CC=C2)C(=CC1)Cl)OC